(R)-N-((3-fluorobenzo[b]thiophen-5-yl)methyl)-1-methyl-4-(2-(4-(trifluoromethyl)phenyl)-2H-pyrazolo[3,4-d]pyrimidin-4-yl)piperazine-2-carboxamide FC=1C2=C(SC1)C=CC(=C2)CNC(=O)[C@@H]2N(CCN(C2)C=2C=1C(N=CN2)=NN(C1)C1=CC=C(C=C1)C(F)(F)F)C